ClC=1C=C(C=CC1F)NC(=O)C=1N(C2=CC=C(C=C2C1)NC(C1=C(C=CC(=C1)CNC(C(C)C)=O)Cl)=O)CC N-(3-chloro-4-fluorophenyl)-5-(2-chloro-5-(isobutyrylaminomethyl)benzoylamino)-1-ethyl-1H-indole-2-carboxamide